CC=1C=C(C=NC1)NC(C(=O)N1[C@@H](CC[C@H](C1)C)C=1C=C2CCCCC2=CC1)=O N-(5-methyl-3-pyridyl)-2-[(2S,5R)-5-methyl-2-tetralin-6-yl-1-piperidyl]-2-oxo-acetamide